tert-butyl 6-(3-methoxypropanoyl)-2,6-diazaspiro[3.3]heptane-2-carboxylate COCCC(=O)N1CC2(CN(C2)C(=O)OC(C)(C)C)C1